COC(CBr)=O methyl-α-bromoacetate